2-([diphenylmethylene]amino)-3-(4-[trifluoromethyl]phenyl)propanoic acid tert-butyl ester C(C)(C)(C)OC(C(CC1=CC=C(C=C1)C(F)(F)F)N=C(C1=CC=CC=C1)C1=CC=CC=C1)=O